3-{3-[(1S)-1-amino-2,3-dihydro-1H-inden-5-yl]-5-(1,2,4-triazol-1-yl)imidazo[4,5-b]pyridin-2-yl}pyridin-2-amine N[C@H]1CCC2=CC(=CC=C12)N1C(=NC=2C1=NC(=CC2)N2N=CN=C2)C=2C(=NC=CC2)N